methyl (2S)-2-[2-[2-bromo-4-fluoro-5-[3-methyl-2,6-dioxo-4-(trifluoromethyl)pyrimidin-1-yl]phenoxy]phenoxy]-2-methylsulfanyl-acetate BrC1=C(OC2=C(O[C@H](C(=O)OC)SC)C=CC=C2)C=C(C(=C1)F)N1C(N(C(=CC1=O)C(F)(F)F)C)=O